2'-Chloro-N-(5-(cyclopropane-carbonyl)-5,6-dihydro-4H-pyrrolo[3,4-d]thiazol-2-yl)-5'-methoxy-6-methyl-[4,4'-bipyridine]-3-carboxamide ClC1=NC=C(C(=C1)C1=C(C=NC(=C1)C)C(=O)NC=1SC2=C(N1)CN(C2)C(=O)C2CC2)OC